CS(=O)(=O)OC(=C(C(=O)N(CC)CC)C#N)C1=CC(=C(C(=C1)[N+](=O)[O-])OC)OC 2-cyano-3-(diethylamino)-1-(3,4-dimethoxy-5-nitrophenyl)-3-oxoprop-1-enyl methanesulfonate